N5-(pyrimidin-4-yl)-2,3-dihydrobenzofuran-5,7-dicarboxamide N1=CN=C(C=C1)NC(=O)C=1C=C(C2=C(CCO2)C1)C(=O)N